(S)-1'-(6-((2-amino-3-chloropyridin-4-yl)thio)-1,2,4-triazin-3-yl)-1,3-dihydrospiro[indene-2,4'-piperidin]-1-amine NC1=NC=CC(=C1Cl)SC1=CN=C(N=N1)N1CCC2(CC1)[C@@H](C1=CC=CC=C1C2)N